2-((1s,6s)-6-aminocyclohex-3-en-1-yl)-5-chloro-3-(pyridin-4-ylethynyl)-N-(thiophen-2-ylmethyl)thieno[3,2-b]pyridin-7-amine trifluoroacetate FC(C(=O)O)(F)F.N[C@H]1CC=CC[C@@H]1C1=C(C2=NC(=CC(=C2S1)NCC=1SC=CC1)Cl)C#CC1=CC=NC=C1